6-vinyl-5,7-difluoroquinoline C(=C)C=1C(=C2C=CC=NC2=CC1F)F